BrC1=CC=C(C=C1)F 1-bromo-4-fluoro-benzene